[4-[3-(Trifluoromethyl)phenyl]-sulfonylmorpholin-2-yl]benzothiophen-2-carboxamid FC(C=1C=C(C=CC1)S(=O)(=O)N1CC(OCC1)C1=C(SC2=C1C=CC=C2)C(=O)N)(F)F